3-(((4-(4,5-Dimethoxy-2-(4-oxo-4H-chromene-2-carboxamido)benzamido)phenethyl)((1-methyl-1H-indazol-5-yl)methyl)amino)methyl)pyridine 1-oxide COC1=CC(=C(C(=O)NC2=CC=C(CCN(CC=3C=C4C=NN(C4=CC3)C)CC=3C=[N+](C=CC3)[O-])C=C2)C=C1OC)NC(=O)C=1OC2=CC=CC=C2C(C1)=O